tert-butyl 5-methoxy-4-((2-(4-(methoxycarbonyl)phenyl)-4-oxopiperidin-1-yl)methyl)-7-methyl-1H-indole-1-carboxylate COC=1C(=C2C=CN(C2=C(C1)C)C(=O)OC(C)(C)C)CN1C(CC(CC1)=O)C1=CC=C(C=C1)C(=O)OC